FC(C)(F)N1N=C(C=C1)C1(C(CCC1)=O)C 2-(1-(1,1-difluoroethyl)-1H-pyrazol-3-yl)-2-methylcyclopentan-1-one